urea ammonium thiosulfate S(=S)(=O)([O-])[O-].[NH4+].NC(=O)N.[NH4+]